[1,1'-biphenyl]-2-yl methacrylate C(C(=C)C)(=O)OC1=C(C=CC=C1)C1=CC=CC=C1